CN1N=C(C=C1)C1=NN=C(O1)C(=O)N1[C@@H](C2=C(CC1)NC=N2)C2=NN1C(C=CC=C1)=C2 (S)-(5-(1-methyl-1H-pyrazol-3-yl)-1,3,4-oxadiazol-2-yl)(4-(pyrazolo[1,5-a]pyridin-2-yl)-6,7-dihydro-1H-imidazo[4,5-c]pyridin-5(4H)-yl)methanone